4-oxo-N-[[6-[(spiro[2.3]hexan-2-ylamino)methyl]imidazo[1,2-a]pyridin-2-yl]methyl]pyrido[1,2-a]pyrimidine-2-carboxamide O=C1C=C(N=C2N1C=CC=C2)C(=O)NCC=2N=C1N(C=C(C=C1)CNC1CC13CCC3)C2